C(C)(C)(C)OC(=O)N1CCN(CC1)C1=NC(=C(C=2CN(CCC12)C1=CC=CC2=CC=CC=C12)C#N)N1CC(OC(C1)C)C tert-butyl-4-(4-cyano-3-(2,6-dimethylmorpholino)-6-(naphthalen-1-yl)-5,6,7,8-tetrahydro-2,6-naphthyridin-1-yl)piperazine-1-carboxylate